S1C2=C(C=C1C1=C3C(=CN=C1)N(C=C3)C(=O)C3=CC=C(C=C3)F)C=CC=C2 (4-(benzo[b]thiophen-2-yl)-1H-pyrrolo[2,3-c]pyridin-1-yl)(4-fluorophenyl)methanone